(E)-(3-(3-methoxy-3-oxoprop-1-en-1-yl)phenyl)methanaminium chloride [Cl-].COC(/C=C/C=1C=C(C=CC1)C[NH3+])=O